[N+](#[C-])CCC[N+]#[C-] 1,3-diisocyanopropane